Tetradecyl-phosphonic acid C(CCCCCCCCCCCCC)P(O)(O)=O